7,8-dihydroxyflavone sodium 2,5-naphthalenedisulfonate C1=C(C=CC=2C(=CC=CC12)S(=O)(=O)[O-])S(=O)(=O)[O-].[Na+].OC1=CC=C2C(C=C(OC2=C1O)C1=CC=CC=C1)=O.[Na+]